(S)-3-fluoro-5-(2-hydroxypropan-2-yl)-N'-((3-oxo-1,2,3,5,6,7-hexahydro-s-indacen-4-yl)carbamoyl)thiophene-2-sulfonimidamide FC1=C(SC(=C1)C(C)(C)O)[S@](=O)(N)=NC(NC1=C2C(CCC2=CC=2CCCC12)=O)=O